C(C)(C)C1(C=CC=C1)[Zr](N(C)C)(N(C)C)N(C)C isopropylcyclopentadienyl-tris(dimethylamino)zirconium